hexaethyl 6,6',6''-(benzene-1,3,5-triyl)tris(2-aminoazulene-1,3-dicarboxylate) C1(=CC(=CC(=C1)C=1C=CC2=C(C(=C(C2=CC1)C(=O)OCC)N)C(=O)OCC)C=1C=CC2=C(C(=C(C2=CC1)C(=O)OCC)N)C(=O)OCC)C=1C=CC2=C(C(=C(C2=CC1)C(=O)OCC)N)C(=O)OCC